methyl (R)-2-((1H-pyrrolo[2,3-b]pyridin-5-yl)oxy)-4-(4-((2-(4-(2,6-difluoro-4-(1-hydroxyethyl)phenyl)thiophen-2-yl)-4,4-dimethylcyclohex-1-en-1-yl)methyl)piperazin-1-yl)benzoate N1C=CC=2C1=NC=C(C2)OC2=C(C(=O)OC)C=CC(=C2)N2CCN(CC2)CC2=C(CC(CC2)(C)C)C=2SC=C(C2)C2=C(C=C(C=C2F)[C@@H](C)O)F